BrCCCOC1=CC2=C(C(N3C(CN2C(=O)[O-])CC(=C3)C3=CC=C(C=C3)OC)=O)C=C1OC 8-(3-bromopropoxy)-7-methoxy-2-(4-methoxyphenyl)-5-oxo-11,11a-dihydro-1H-pyrrolo[2,1-c][1,4]benzodiazepin-10(5H)-carboxylate